FC(C=1C=C(C=CC1F)C=1C=C2C(=NC1)C=NN2CC(=O)N2C[C@H]1NC(O[C@H]1C2)=O)F |r| (Racemic)-Cis-5-[2-[6-[3-(Difluoromethyl)-4-fluoro-phenyl]pyrazolo[4,3-b]pyridin-1-yl]acetyl]-3a,4,6,6a-tetrahydro-3H-pyrrolo[3,4-d]oxazol-2-one